C(N)(=N)C=1C=C(SC1)NC(=O)C[C@H]1N(CCC1)C(CNC(C1=CC=C(C=C1)OC1=CC=CC=C1)=O)=O N-{2-[(2S)-2-{[(4-carbamimidoylthiophen-2-yl)carbamoyl]methyl}-pyrrolidin-1-yl]-2-oxoethyl}-4-phenoxybenzamide